C(C)(C)(C)OC(=O)N1[C@H](CN(CC1)C=1C2=C(N=C(N1)Cl)N=C(C=C2)C2=CC=CC1=CC=CC(=C21)Cl)CC#N.C(C)(C)O[Si](CCCCCC)(OC(C)C)OC(C)C triisopropoxy(hexyl)silane tert-butyl-(S)-4-(2-chloro-7-(8-chloronaphthalen-1-yl)pyrido[2,3-d]pyrimidin-4-yl)-2-(cyanomethyl)piperazine-1-carboxylate